Tert-Butyl 3-(2,2,2-trifluoroethyl)-2,5-dihydropyrrole-1-carboxylate FC(CC=1CN(CC1)C(=O)OC(C)(C)C)(F)F